C(C)OC1=C2C(=NC=C1)NC(=C2C=2C=CC(=C(C2)NC(C=C)=O)C)C2=CC=C(C=C2)C2CCN(CC2)C N-(5-(4-ethoxy-2-(4-(1-methylpiperidin-4-yl)phenyl)-1H-pyrrolo[2,3-b]pyridin-3-yl)-2-methylphenyl)acrylamide